NC1=C(CCC1)C#N 1-amino-2-cyano-cyclopentene